2-bromo-N-(4-fluorophenyl)-4-methoxy-phenylamine BrC1=C(C=CC(=C1)OC)NC1=CC=C(C=C1)F